COCCOCCOCCOCCOCCCCCCCCCCCCCCCC 2,5,8,11,14-pentaoxatriacontane